O=C1NC(NC=C1)=O dioxo-1,2,3,4-tetrahydropyrimidin